1-(4-bromobenzyl)-2-(trifluoromethyl)-1H-imidazole BrC1=CC=C(CN2C(=NC=C2)C(F)(F)F)C=C1